dipalmityl-ethylenediamide C(CCCCCCCCCCCCCCC)[N-]CC[N-]CCCCCCCCCCCCCCCC